2-fluoro-N-((2R)-3-methyl-1-(2-methyl-1-oxo-4-(pyridin-3-yl)-2,8-diazaspiro[4.5]decan-8-yl)-1-oxobutan-2-yl)-5-(trifluoromethyl)benzamide FC1=C(C(=O)N[C@@H](C(=O)N2CCC3(C(CN(C3=O)C)C=3C=NC=CC3)CC2)C(C)C)C=C(C=C1)C(F)(F)F